FC=1C(=NC(=NC1)NC1CCC(CC1)N)C1=CN=C2N1C=CC(=C2)C2=CC=CC=C2 (1r,4r)-N1-(5-Fluoro-4-(7-phenylimidazo[1,2-a]pyridin-3-yl)pyrimidin-2-yl)cyclohexane-1,4-diamine